1-(2'-bromo-5-(tert-butyl)-2-(methoxymethyloxy)-[1,1'-biphenyl]-3-yl)adamantane BrC1=C(C=CC=C1)C1=C(C(=CC(=C1)C(C)(C)C)C12CC3CC(CC(C1)C3)C2)OCOC